6-(5-(((1H-1,2,3-triazol-4-yl)oxy)methyl)-1-methyl-1H-1,2,3-triazol-4-yl)-3-bromo-2-ethylpyridine N1N=NC(=C1)OCC1=C(N=NN1C)C1=CC=C(C(=N1)CC)Br